N-(4-(8-Amino-3-isopropyl-5-(4-(methylamino)cyclohex-1-en-1-yl)imidazo[1,5-a]pyrazin-1-yl)-2,5-difluorophenyl)-1-(2-chlorophenyl)methansulfonamid NC=1C=2N(C(=CN1)C1=CCC(CC1)NC)C(=NC2C2=CC(=C(C=C2F)NS(=O)(=O)CC2=C(C=CC=C2)Cl)F)C(C)C